(S)-N-(4-cyanobenzyl)pyrrolidine-2-carboxamide C(#N)C1=CC=C(CNC(=O)[C@H]2NCCC2)C=C1